(S)-dimethyl 2-aminosuccinate N[C@H](C(=O)OC)CC(=O)OC